5-(4-((6-((2-Methoxy-2-methylpropyloxy)methyl)-1,4-dioxan-2-yl)methoxy)phenyl)-2-oxo-6-(trifluoromethyl)-1,2-dihydropyridine-3-carboxamide COC(COCC1COCC(O1)COC1=CC=C(C=C1)C=1C=C(C(NC1C(F)(F)F)=O)C(=O)N)(C)C